C1(CCC1)C=1C(=NN(C1NC(C[C@H]1C(C(C1)(F)F)(F)F)=O)C)C1=C(C=CC=C1)F (R)-N-(4-cyclobutyl-3-(2-fluorophenyl)-1-methyl-1H-pyrazol-5-yl)-2-(2,2,3,3-tetrafluorocyclobutyl)acetamide